4-((3-(1-(2,6-difluorophenyl)-1,2,3,6-tetrahydropyridin-4-yl)-4,5,6,7-tetrahydro-1H-pyrazolo[4,3-b]pyridin-1-yl)sulfonyl)-N,N-dimethylbenzenesulfonamide FC1=C(C(=CC=C1)F)N1CCC(=CC1)C1=NN(C2=C1NCCC2)S(=O)(=O)C2=CC=C(C=C2)S(=O)(=O)N(C)C